C(C)(C)(C)OC(=O)[C@@H]1CC[C@H](CC1)N1CCC(=CC1)OS(=O)(=O)C(F)(F)F trans-tert-butyl-4-(4-(((trifluoromethyl)sulfonyl)oxy)-3,6-dihydropyridin-1(2H)-yl)cyclohexane-1-carboxylate